3-(2,6-dichloro-3,5-dimethoxyphenyl)-7-(methylamino)-1-(7-azaspiro[3.5]nonan-2-yl)-3,4-dihydropyrimido[4,5-d]pyrimidin-2(1H)-one hydrochloride Cl.ClC1=C(C(=C(C=C1OC)OC)Cl)N1C(N(C2=NC(=NC=C2C1)NC)C1CC2(C1)CCNCC2)=O